[N+](=O)([O-])C1=CC=C(C(=O)O[C@@H]2C[C@H](N3N=C(N=C32)Br)C3=NC=CC=C3Cl)C=C1 (5S,7R)-2-bromo-5-(3-chloropyridin-2-yl)-6,7-dihydro-5H-pyrrolo[1,2-b][1,2,4]triazol-7-yl rac-4-nitrobenzoate